2-(5-fluoro-2-methoxy-4-pyridinyl)-N-methyl-1-(2-oxo-3,4-dihydro-1H-quinolin-6-yl)benzimidazole-5-carboxamide Methyl-2,2-bis(4-hydroxy-3-methylphenyl)propanoate COC(C(C)(C1=CC(=C(C=C1)O)C)C1=CC(=C(C=C1)O)C)=O.FC=1C(=CC(=NC1)OC)C1=NC2=C(N1C=1C=C3CCC(NC3=CC1)=O)C=CC(=C2)C(=O)NC